aluminium hydrogen diphosphite OP([O-])OP([O-])[O-].[Al+3]